NC1CC(C1)OC1=CC=C(C=C1)C1(CCC(CC1)OC)C1=CC=C(C=C1)O 4-(1-(4-(3-aminocyclobutoxy)phenyl)-4-methoxycyclohexyl)phenol